NC1=C(C=CC(=N1)NC(C)=O)\N=N\C1=C(C=CC=C1)O[Si](C)(C)C(C)(C)C (E)-N-(6-amino-5-((2-((tert-butyldimethylsilyl)oxy)phenyl)diazenyl)pyridin-2-yl)acetamide